2-chloro-4-(cyclobutoxy)-5-fluoro-pyrimidine ClC1=NC=C(C(=N1)OC1CCC1)F